N-[(2-pyridyl)-2,4,6-trimethylphenyl]methyleneamine N1=C(C=CC=C1)C=1C(=C(C(=CC1C)C)N=C)C